NC1=NC=C(C2=C1N=C(N=C2)C=2C=C(C=CC2)C#C[C@]2(C(N(CC2)C)=O)O)C(F)(F)F (R)-3-[2-[3-[8-amino-5-(trifluoromethyl)pyrido[3,4-d]pyrimidin-2-yl]phenyl]ethynyl]-3-hydroxy-1-methyl-pyrrolidin-2-one